5-(5-(3,5-dimethylisoxazol-4-yl)-1-(tetrahydro-2H-pyran-4-yl)-1H-pyrrolo[2,3-b]pyridin-3-yl)-4-ethoxypicolinic acid CC1=NOC(=C1C=1C=C2C(=NC1)N(C=C2C=2C(=CC(=NC2)C(=O)O)OCC)C2CCOCC2)C